FC1(CC(C1)CN1N=CC(=C1)C1=NC2=C(C(=CC=C2N=C1)OC=1C=CC2=C(NC(=N2)C)C1)C(=C)C)F 2-(1-((3,3-Difluorocyclobutyl)methyl)-1H-pyrazol-4-yl)-7-((2-methyl-1H-benzo[d]imidazol-6-yl)oxy)-8-(prop-1-en-2-yl)quinoxaline